C1(CC1)C=1C=C(C=2N(C1)C=C(N2)CN2N=NC(=C2)C(NCC2=C(C(=CC=C2N2N=NN=C2)OC)F)=O)CC(C(=O)O)(C)C 3-(6-cyclopropyl-2-((4-((2-fluoro-3-methoxy-6-(1H-tetrazol-1-yl)benzyl)carbamoyl)-1H-1,2,3-triazol-1-yl)methyl)imidazo[1,2-a]pyridin-8-yl)-2,2-dimethylpropanoic acid